4-(2-(3-chlorophenyl)oxazol-5-yl)benzaldehyde ClC=1C=C(C=CC1)C=1OC(=CN1)C1=CC=C(C=O)C=C1